6-(1-(1-(dimethyl-L-alanyl)piperidin-4-yl)-5-methyl-1H-pyrazol-4-yl)-4-((3-fluoropyridin-2-yl)thio)pyrazolo[1,5-a]pyridine-3-carbonitrile CN([C@@H](C)C(=O)N1CCC(CC1)N1N=CC(=C1C)C=1C=C(C=2N(C1)N=CC2C#N)SC2=NC=CC=C2F)C